3,4-DEHYDRO-DL-PROLINE C1C=CC(N1)C(=O)O